ethyl 4-cyclopropyl-3-(pyridin-4-yl)-1,2-thiazole-5-carboxylate C1(CC1)C=1C(=NSC1C(=O)OCC)C1=CC=NC=C1